C(CCCCCCC)C(CCCCCCCC)OC(CCCCCCCOC(=O)[C@H]1N(CC(C1)OC(CCN(C)C)=O)CCCCCC(=O)OC(CCCCCCCC)CCCCCC)=O (2S)-4-[3-(dimethylamino)propionyloxy]-1-[6-(1-hexylnonyloxy)-6-oxo-hexyl]pyrrolidine-2-carboxylic acid [8-(1-octylnonyloxy)-8-oxo-octyl] ester